C1C(CC2=CC=CC=C12)NC1=NC=C(C=N1)C=1CCN(CC1)C(=O)OCCCC butyl 4-{2-[(2,3-dihydro-1H-inden-2-yl)amino]pyrimidin-5-yl}-1,2,3,6-tetrahydropyridine-1-carboxylate